O[C@H]1C[C@@H](CCC1)NC(=O)C=1SC=2N=CC=C3N(C(NC1C23)=O)C2=CC=C(C=C2)OC2=CC=CC=C2 N-((1R,3R)-3-Hydroxycyclohexyl)-4-oxo-5-(4-phenoxyphenyl)-4,5-dihydro-3H-1-thia-3,5,8-triazaacenaphthylene-2-carboxamide